tert-Butyl (2-(1-(2-amino-6-chloropyrimidin-4-yl)-1H-1,2,3-triazole-4-carbonyl)phenyl)carbamate NC1=NC(=CC(=N1)N1N=NC(=C1)C(=O)C1=C(C=CC=C1)NC(OC(C)(C)C)=O)Cl